FC1=CC=C(C=C1)C(C(=O)NC1=CC=CC=C1)O 2-(4-Fluorophenyl)-2-hydroxy-N-phenylacetamide